C(C)(C)(C)OC(=O)N1[C@@H](C[C@@](CC1)(C(=O)OC(C)(C)C)CC1=[N+](C=C(C=C1F)F)[O-])C 2-(((2R,4R)-1,4-bis(tert-butoxycarbonyl)-2-methylpiperidin-4-yl)methyl)-3,5-difluoropyridine-1-oxide